C(C)(C)(C)OC(=O)N1C=C(C2=CC(=CC=C12)CCOC1=CC=C(C=C1)C(F)(F)F)NC(C)=O 3-acetamido-5-[2-[4-(trifluoromethyl)phenoxy]ethyl]indole-1-carboxylic acid tert-butyl ester